(1S,2S)-2-(difluoromethyl)cyclopropanecarboxylic acid ethyl ester C(C)OC(=O)[C@@H]1[C@H](C1)C(F)F